1-(5-(3-chloro-5-(trifluoromethyl)benzyl)octahydro-pyrrolo[3,4-c]pyrrole-2-carbonyl)-1H-pyrazole-3-carboxamide ClC=1C=C(CN2CC3C(C2)CN(C3)C(=O)N3N=C(C=C3)C(=O)N)C=C(C1)C(F)(F)F